Tert-Butyl 3-[[2-fluoro-4-(pentafluoro-λ6-sulfanyl)phenyl]methoxy]azetidine-1-carboxylate FC1=C(C=CC(=C1)S(F)(F)(F)(F)F)COC1CN(C1)C(=O)OC(C)(C)C